N2-(3,3-difluorocyclopentyl)-6-(6-(trifluoromethyl)pyridin-2-yl)-N4-(2-(trifluoromethyl)pyridin-4-yl)-1,3,5-triazine-2,4-diamine FC1(CC(CC1)NC1=NC(=NC(=N1)NC1=CC(=NC=C1)C(F)(F)F)C1=NC(=CC=C1)C(F)(F)F)F